NC1=C(C=C(C=N1)NC(C(=O)N1[C@@H](CC[C@H](C1)C)C=1C=NC(=CC1)NC)=O)C N-(6-amino-5-methyl-3-pyridyl)-2-[(2S,5R)-5-methyl-2-[6-(methylamino)-3-pyridyl]-1-piperidyl]-2-oxo-acetamide